2-[(2E)-2-(aminomethyl)-3-fluoroprop-2-en-1-yl]-4-[5-(isoquinolin-5-yl)thiophen-2-yl]methyl-2,4-dihydro-3H-1,2,4-triazol-3-one hydrochloride Cl.NC/C(/CN1N=CN(C1=O)CC=1SC(=CC1)C1=C2C=CN=CC2=CC=C1)=C\F